(R)-(3-amino-1-(difluoromethyl)-1H-pyrazol-5-yl)(4-(pyrazolo[1,5-a]pyridin-2-yl)-6,7-dihydro-1H-imidazo[4,5-c]pyridin-5(4H)-yl)methanone NC1=NN(C(=C1)C(=O)N1[C@H](C2=C(CC1)NC=N2)C2=NN1C(C=CC=C1)=C2)C(F)F